ClC1=CC=C(C=C1)C(C(=O)N)N(S(=O)(=O)C1=CC=CC=C1)C1CCN(CC1)C (4-chlorophenyl)-2-(N-(1-methylpiperidine-4-yl)benzenesulfonamido)acetamide